5-chloro-6-(4,4-difluorocyclohexyl)-N-(2-methoxyethyl)pyridin-3-amine ClC=1C=C(C=NC1C1CCC(CC1)(F)F)NCCOC